C(C1=CC=CC=C1)N1CC(C(CC1)N1CCC2(CC1)CCNCC2)(F)F 3-(1-benzyl-3,3-difluoropiperidin-4-yl)-3,9-diazaspiro[5.5]undecane